neopentyl glycol di(methyl)acrylate CC(=CC(=O)OCC(C)(CO)C)C